COC=1C=C(C=CC1OC)C=1NC2=CC=C(C=C2C1C(C)C)C1CCN(CC1)CC1=CC(=CC=C1)C(F)(F)F 2-(3,4-dimethoxyphenyl)-3-isopropyl-5-(1-(3-(trifluoromethyl)benzyl)piperidin-4-yl)-1H-indole